4-(cyclopentylamino)-2-((8-(1-methyl-1H-pyrazol-5-yl)-2,3-dihydrobenzo[b][1,4]dioxin-5-yl)amino)-7H-pyrrolo[2,3-d]pyrimidine-5-carbonitrile C1(CCCC1)NC=1C2=C(N=C(N1)NC1=CC=C(C=3OCCOC31)C3=CC=NN3C)NC=C2C#N